1-(5-Methyl-1,3,6,7,8,9-hexahydro-2,4,8-triaza-cyclopenta[a]naphthalen-2-yl)-2-[1-(2-trifluoromethyl-pyridin-4-yl)-azetidin-3-yl]-ethanone hydrochloride Cl.CC=1N=C2C(=C3CNCCC13)CN(C2)C(CC2CN(C2)C2=CC(=NC=C2)C(F)(F)F)=O